NC1=NC=CC(=C1Cl)SC1=C(N=C(C(=N1)C1(CC1)O)N1CCC2(CC=C[C@H]2N)CC1)C (R)-1-(6-((2-amino-3-chloropyridin-4-yl)thio)-3-(1-amino-8-azaspiro[4.5]dec-2-en-8-yl)-5-methylpyrazin-2-yl)cyclopropane-1-ol